1,2-bisheptadecanoyl-sn-glycero-3-phospho-L-serine C(CCCCCCCCCCCCCCCC)(=O)OC[C@@H](OC(CCCCCCCCCCCCCCCC)=O)COP(=O)(O)OC[C@H](N)C(=O)O